5-bromo-N-(3-(N-methyl-N-phenylsulfamoyl)phenyl)nicotinamide BrC=1C=NC=C(C(=O)NC2=CC(=CC=C2)S(N(C2=CC=CC=C2)C)(=O)=O)C1